3-(4,4'-Dimethoxytrityl)-1-(2-nitrophenyl)-propane-1,3-diol COC1=CC=C(C(C2=CC=C(C=C2)OC)(C2=CC=CC=C2)C(CC(O)C2=C(C=CC=C2)[N+](=O)[O-])O)C=C1